6-(methylsulfinyl)pyrimido[5,4-d]pyrimidin-4-amine CS(=O)C=1N=CC=2N=CN=C(C2N1)N